BrC1=CC(=NN1COCC[Si](C)(C)C)C(=O)N1CCC(CC1)C(=O)NC1CCC(CC1)C (5-bromo-1-[[2-(trimethylsilyl)ethoxy]methyl]pyrazole-3-carbonyl)-N-(4-methylcyclohexyl)piperidine-4-carboxamide